(S)-3-(2,5-difluorophenyl)-N-(7-(3-hydroxyl-3-methylbut-1-yn-1-yl)-5-methyl-4-oxo-2,3,4,5-tetrahydrobenzo[b][1,4]oxazepine-3-yl)imidazo[2,1-b]thiazole-6-carboxamide FC1=C(C=C(C=C1)F)C=1N2C(SC1)=NC(=C2)C(=O)N[C@@H]2C(N(C1=C(OC2)C=CC(=C1)C#CC(C)(C)O)C)=O